O1C(CCC1)CC(=O)C1=CC=CC=C1 (2-tetrahydrofuryl)-acetophenone